FC1=CC=C(C=N1)C=1C(=C(C#N)C(=CC1)N1CCNCC1)N1CCC(CC1)C1=NN=CN1C 3-(6-fluoropyridin-3-yl)-2-(4-(4-methyl-4H-1,2,4-triazol-3-yl)piperidin-1-yl)-6-(piperazin-1-yl)benzonitrile